icosen-1-ol C(=CCCCCCCCCCCCCCCCCCC)O